C1(=CC=CC=C1)NCCC[Si](OC)(OC)OC γ-(N-phenylamino)propyltrimethoxysilane